NC1CN(C1)C1=CC(=C(C(=C1)C)C1C(NC(CC1)=O)=O)C 3-(4-(3-aminoazetidin-1-yl)-2,6-dimethylphenyl)piperidine-2,6-dione